N,N-dibenzylphenethyl-amine C(C1=CC=CC=C1)N(CC1=CC=CC=C1)CCC1=CC=CC=C1